6-methoxy-1H-benzo[d]imidazole-2-amine hydrochloride Cl.COC=1C=CC2=C(NC(=N2)N)C1